N-(7-fluoro-2-methylimidazo[1,2-a]pyridin-6-yl)-4-((3R,5S)-3,4,5-trimethylpiperazin-1-yl)-2,3-dihydro-1H-pyrrolo[2,3-b]pyridine-1-carboxamide 2,2,2-trifluoroacetate FC(C(=O)O)(F)F.FC1=CC=2N(C=C1NC(=O)N1CCC=3C1=NC=CC3N3C[C@H](N([C@H](C3)C)C)C)C=C(N2)C